N-(2-ethyl)hexyl-N-butylamide CC[N-]C(CCC)CCCCCC